FC=1C=C(C=CC1)[C@@H]1N(CCC1)C=1C=CC=2N(N1)C(=CN2)C2=CC=CC(=N2)N2CCN(CC2)CC#CC=2C=C1C=CN(C1=CC2)C2C(NC(CC2)=O)=O 3-(5-(3-(4-(6-(6-((R)-2-(3-fluorophenyl)pyrrolidin-1-yl)imidazo[1,2-b]pyridazin-3-yl)pyridin-2-yl)piperazin-1-yl)prop-1-yn-1-yl)-1H-indol-1-yl)piperidine-2,6-dione